ClC=1C=C2C(=NC(=NC2=C(C1C1=C(C(=CC=C1)F)C)F)OC[C@H]1N(CCC1)C)N1CC2CCC(C1)N2 6-chloro-4-{3,8-diazabicyclo[3.2.1]octan-3-yl}-8-fluoro-7-(3-fluoro-2-methylphenyl)-2-{[(2S)-1-methylpyrrolidin-2-yl]methoxy}quinazoline